CC=1SC(=CC1C(=O)NC1=NC(=NS1)CC(C)=O)C1=CC(=CC=C1)OC 2-methyl-5-(3-methoxyphenyl)-N-(3-(2-oxopropyl)-1,2,4-thiadiazol-5-yl)thiophene-3-carboxamide